CN1C(=NC2=C(C=C(C=C2C1=O)C)[C@@H](C)NC1=C(C(=O)O)C=C(C=C1)F)C1CCOCC1 (R)-2-((1-(3,6-dimethyl-4-oxo-2-(tetrahydro-2H-pyran-4-yl)-3,4-dihydroquinazolin-8-yl)ethyl)amino)-5-fluorobenzoic acid